N1CCC(CC1)OC1=CC=C(C=C1)C(C)(C)C1=CC=C(OCC2=NC(=NC=C2)NS(=O)(=O)C)C=C1 N-(4-((4-(2-(4-(piperidin-4-oxy)phenyl)propan-2-yl)phenoxy)methyl)pyrimidin-2-yl)methanesulfonamide